2-(tert-butylamino)-4-chloro-6-(ethylamino)-s-triazine C(C)(C)(C)NC1=NC(=NC(=N1)Cl)NCC